O1C(C1)C[C@H](N)C(=O)O 3-oxiran-2-ylalanine